C1(CCC1)CN1C(N(CC12CCC(CC2)(C2=CC=CC=C2)N(C)C)C2=CC=C(C(=O)OC)C=C2)=O Methyl 4-(cis-1-(cyclobutylmethyl)-8-(dimethylamino)-2-oxo-8-phenyl-1,3-diazaspiro[4.5]decan-3-yl)benzoate